CN1N=NN=C1\C(\C1=CC=CC=C1)=N/OCC1=CC=CC(=N1)NC(OC(C)(C)C)=O t-butyl ((6-{[(Z)-(1-methyl-1H-5-tetrazolyl) (phenyl) methylene] aminooxymethyl}-2-pyridyl) carbamate)